2-Ethyl-5-(3-methylpiperazin-1-yl)-2,3-dihydro-1,4-benzodioxine C(C)C1COC2=C(O1)C=CC=C2N2CC(NCC2)C